(R)-3-(4-(ethylsulfonyl)-1-(phenyl(tetrahydro-2H-pyran-4-yl)methyl)-1H-indol-2-yl)-1-methyl-1H-pyrrolo[2,3-c]pyridin C(C)S(=O)(=O)C1=C2C=C(N(C2=CC=C1)[C@H](C1CCOCC1)C1=CC=CC=C1)C1=CN(C2=CN=CC=C21)C